ClC1=CC(=C(C=C1)C1=C(C(N(N=C1)C=1C=NC=CC1)=O)C(=O)O)F (4-chloro-2-fluorophenyl)-3-oxo-2-(pyridin-3-yl)-2,3-dihydropyridazine-4-carboxylic acid